N-methylformamidinium CNC=[NH2+]